NC1=NN2C(C=C(C=C2)C(C)=O)=N1 1-(2-amino-[1,2,4]triazolo[1,5-a]pyridin-7-yl)ethane-1-one